5-((4-(1'-(2-(2,6-dioxopiperidin-3-yl)-1,3-dioxoisoindol-5-yl)-[1,4'-bipiperidin]-4-yl)phenyl)amino)-3-(3-(2-oxo-3-phenylimidazolin-1-yl)piperidin-1-yl)-1,2,4-Triazine-6-carboxamide O=C1NC(CCC1N1C(C2=CC=C(C=C2C1=O)N1CCC(CC1)N1CCC(CC1)C1=CC=C(C=C1)NC=1N=C(N=NC1C(=O)N)N1CC(CCC1)N1C(N(CC1)C1=CC=CC=C1)=O)=O)=O